4-[6-amino-2-(trifluoromethyl)-9H-purin-9-yl]-N-(6-fluoro-1,3-benzothiazol-2-yl)cyclohexanecarboxamide NC1=C2N=CN(C2=NC(=N1)C(F)(F)F)C1CCC(CC1)C(=O)NC=1SC2=C(N1)C=CC(=C2)F